C(C)OC1=C(C(=O)C2=CC=C(C=C2)OCCO)C=CC=C1 ethoxy-4'-(2-hydroxyethoxy)benzophenone